[2-ethyl-4-[[3-[1-prop-2-enyl-3-(trifluoromethyl)pyrazol-4-yl]imidazo[1,2-a]pyrazin-8-yl]amino]phenyl]-[4-(piperidine-4-carbonyl)piperazin-1-yl]methanone C(C)C1=C(C=CC(=C1)NC=1C=2N(C=CN1)C(=CN2)C=2C(=NN(C2)CC=C)C(F)(F)F)C(=O)N2CCN(CC2)C(=O)C2CCNCC2